1,2-dipyridylacetylene N1=C(C=CC=C1)C#CC1=NC=CC=C1